The molecule is a 2-methylbutanedioic acid in which the methyl group at position 2 has S-configuration. It is an enantiomer of a (R)-methylsuccinic acid. C[C@@H](CC(=O)O)C(=O)O